4-amino-7-fluoro-N-((4S)-7-methoxy-3,4-dihydro-1H-2-benzo-pyran-4-yl)-N-meth-yl-1,3-dihydrofuro-[3,4-c]quinoline-8-carboxamide NC1=NC=2C=C(C(=CC2C2=C1COC2)C(=O)N(C)[C@@H]2COCC1=C2C=CC(=C1)OC)F